4-(6-(6-((6-methoxypyridin-3-yl)methyl)-3,6-diazabicyclo[3.1.1]hept-3-yl)pyridin-3-yl)-6-morpholinopyrazolo[1,5-a]pyridine-3-carbonitrile COC1=CC=C(C=N1)CN1C2CN(CC1C2)C2=CC=C(C=N2)C=2C=1N(C=C(C2)N2CCOCC2)N=CC1C#N